[5-[[6-(2,6-dichlorophenyl)-8-methyl-7-oxo-pyrido[2,3-d]pyrimidin-2-yl]amino]-2-(1-ethylpyrazol-3-yl)oxy-3-pyridyl]methylurea ClC1=C(C(=CC=C1)Cl)C1=CC2=C(N=C(N=C2)NC=2C=C(C(=NC2)OC2=NN(C=C2)CC)CNC(=O)N)N(C1=O)C